C(CCCO)O BUTYLENEGLYCOL